2-Chloro-5-(4-fluorophenyl)-4-hydroxy-3-indan-5-yl-7H-thieno[2,3-b]pyridin-6-on ClC1=C(C2=C(NC(C(=C2O)C2=CC=C(C=C2)F)=O)S1)C=1C=C2CCCC2=CC1